(6R,7aS)-6-fluoro-7a-(hydroxymethyl)hexahydro-3H-pyrrolizin-3-one-6-d F[C@]1(CN2C(CC[C@]2(C1)CO)=O)[2H]